(1S,3R)-1-(4-(tert-Butoxycarbonyl)phenyl)-2,3,4,9-tetrahydropyrido[3,4-b]indole-3-carboxylic acid methyl ester COC(=O)[C@H]1CC2=C(NC3=CC=CC=C23)[C@@H](N1)C1=CC=C(C=C1)C(=O)OC(C)(C)C